iron methylphosphinate CP([O-])=O.[Fe+2].CP([O-])=O